S1CN=CC=C1 1,3-Thiazin